N-(2-methylsulfanylethyl)aniline CSCCNC1=CC=CC=C1